1-(4-(2-(3-isopropoxyphenyl)-1,3-selenazol-5-yl)benzyl)azetidine-3-carboxylic acid C(C)(C)OC=1C=C(C=CC1)C=1[Se]C(=CN1)C1=CC=C(CN2CC(C2)C(=O)O)C=C1